C(#N)C1=C(C=C(C=C1)N1[C@H](O[C@@H](C1)COC=1C=CC(=NC1)C#N)C(F)(F)F)C(F)(F)F 5-(((2R,5S)-3-(4-Cyano-3-(trifluoromethyl)phenyl)-2-(trifluoromethyl)oxazolidin-5-yl)methoxy)picolinonitril